sodium 2,6-naphthalenedicarboxylate C1=C(C=CC2=CC(=CC=C12)C(=O)[O-])C(=O)[O-].[Na+].[Na+]